3-oxo-2,3-dihydro-1H-isoindole-5-carboxylic acid O=C1NCC2=CC=C(C=C12)C(=O)O